ClC1=CC=C2C(=C(N(C2=C1Cl)C)C1=NNC(=N1)C(F)(F)F)N1C=NC=C1 6,7-dichloro-3-(1H-imidazol-1-yl)-1-methyl-2-(5-(trifluoromethyl)-1H-1,2,4-triazol-3-yl)-1H-indole